CC=CCCCCC Octane-2-ene